C1(CCCCC1)C1=CC=CC2=C1C(=NO2)C=2C(=C(C=C(C2)CC)S(=O)(=O)N)OC (4-Cyclohexylbenzo[d]isoxazol-3-yl)-5-ethyl-2-methoxybenzenesulfonamide